cis-1-chloro-2,3,3-trifluoropropene ClC=C(C(F)F)F